BrCC(=O)[O-].[Na+] sodium bromoacetate